CC1N(CCC2=C1NC1=CC=CC=C21)CC#C 1-methyl-2-(prop-2-yn-1-yl)-2,3,4,9-tetrahydro-1H-pyrido[3,4-b]Indole